C(C)(C)(C)OC(=O)N1CC(C1)N1N=CC(=C1)C=1C=NC(=CC1F)Cl 3-(4-(6-chloro-4-fluoropyridin-3-yl)-1H-pyrazol-1-yl)azetidine-1-carboxylic acid tert-butyl ester